(S)-9-amino-3-ethyl-4-(4-(3-methylpiperazin-1-yl)phenyl)-10H-chromeno[3,2-b]pyridin-10-one hydrochloride Cl.NC=1C=2C(C3=NC=C(C(=C3OC2C=CC1)C1=CC=C(C=C1)N1C[C@@H](NCC1)C)CC)=O